ClC=1C=C(C=CC1)C(CC(C)=O)=O 1-(3-chlorophenyl)butane-1,3-dione